1-cyclobutylbutane-1,3-dione C1(CCC1)C(CC(C)=O)=O